O1[C@@H](CC1)CN1C=NC2=C1C=NC(=C2)C#N 3-(((S)-oxetan-2-yl)methyl)-3H-imidazolo[4,5-c]pyridine-6-carbonitrile